1-[5-(ethylsulfonylimino)-6-[7-methyl-3-(trifluoromethyl)imidazo[4,5-c]pyridazin-6-yl]-3-pyridinyl]cyclopropanecarbonitrile C(C)S(=O)(=O)N=C1CC(=CN=C1C1=NC2=C(N=NC(=C2)C(F)(F)F)N1C)C1(CC1)C#N